1-(3,4-difluorophenyl)-4-hydroxy-9-(6-(2,2,2-trifluoroethoxy)pyrimidin-4-yl)-1,9-diazaspiro[5.5]undecan-2-one FC=1C=C(C=CC1F)N1C(CC(CC12CCN(CC2)C2=NC=NC(=C2)OCC(F)(F)F)O)=O